C1(=CC=CC=C1)N1CCN(CC1)C1=CC=CC=C1 Diphenyl-Piperazine